[2-(4-fluorophenyl)-3-(pyridin-4-yl)-6,7-dihydropyrazolo[1,5-a]pyrazin-5(4H)-yl]but-2-en-1-one FC1=CC=C(C=C1)C1=NN2C(CN(CC2)C(C=CC)=O)=C1C1=CC=NC=C1